3-ethyl-3H-imidazo[4,5-b]Pyridine-5-carboxylic acid ethyl ester C(C)OC(=O)C1=CC=C2C(=N1)N(C=N2)CC